2,5-Dichlorophenol ClC1=C(C=C(C=C1)Cl)O